CC(C)OC(=O)C1CNC1 azetidine-3-carboxylic acid propan-2-yl ester